Cl[Bi]=O.[O] Oxygen Bismuth Oxychloride